N-(1-(1-(4-cyano-phenyl)-ethanesulfonyl)-but-2-yl)carbamic acid-(4-fluorophenyl) ester FC1=CC=C(C=C1)OC(NC(CS(=O)(=O)C(C)C1=CC=C(C=C1)C#N)CC)=O